CN(C)[Si](C)(C)C N,N-dimethyltrimethylsilyl-amine